(hydroxymethyl)spiro[isochromane-1,4'-piperidine]-6-carboxylic acid OCN1CCC2(CC1)OCCC1=CC(=CC=C12)C(=O)O